[C-]#N.C(CCCCCCCC)[NH+]1C(=CC=C1)CC 1-nonyl-2-ethylpyrrolium cyanide